3-(4-Hydroxy-1-oxo-1,3-dihydro-isoindol-2-yl)-piperidine-2,6-dione OC1=C2CN(C(C2=CC=C1)=O)C1C(NC(CC1)=O)=O